pyrrolidine-1-carboxylic acid tert-butyldimethylsilyl ester [Si](C)(C)(C(C)(C)C)OC(=O)N1CCCC1